C(CCCC=C)OC1=CC=C(C=C1)O 4-(5-hexenoxy)phenol